C1=CN=CC2=NC(=O)C=C21 pyrrolo[2,3-c]pyridinone